Methylmalonic acid CC(C(=O)O)C(=O)O